1,3-bis{1,5-bis(methoxycarbonyl)-3-(pyridin-2-ylmethyl)-9-oxo-2,4-bis(pyridin-2-yl)-3,7-diazabicyclo[3.3.1]non-7-yl}propane COC(=O)C12C(N(C(C(CN(C1)CCCN1CC3(C(N(C(C(C1)(C3=O)C(=O)OC)C3=NC=CC=C3)CC3=NC=CC=C3)C3=NC=CC=C3)C(=O)OC)(C2=O)C(=O)OC)C2=NC=CC=C2)CC2=NC=CC=C2)C2=NC=CC=C2